2-amino-4-[4-(3,8-diazabicyclo[3.2.1]octan-3-yl)-8-fluoro-2-methyl-6-(trifluoromethyl)quinazolin-7-yl]-7-fluoro-benzothiophene-3-carbonitrile NC=1SC2=C(C1C#N)C(=CC=C2F)C2=C(C=C1C(=NC(=NC1=C2F)C)N2CC1CCC(C2)N1)C(F)(F)F